C(C)(C)(C)C1=C(C(=CC(=C1)SC(C)(C)SC1=CC(=C(C(=C1)C(C)(CCOCCN1CCOCC1)C)O)C(C)(C)C)C(C)(C)C)O 2,6-di-tert-butyl-4-((2-((3-(tert-butyl)-4-hydroxy-5-(2-methyl-4-(2-morpholinoethoxy)butan-2-yl)phenyl)thio)propan-2-yl)thio)phenol